1-(methyl-d3)-6-(4,4,5,5-tetramethyl-1,3,2-dioxaborolan-2-yl)-3,4-dihydroquinolin-2(1H)-one C(N1C(CCC2=CC(=CC=C12)B1OC(C(O1)(C)C)(C)C)=O)([2H])([2H])[2H]